6-chloro-1-(2-ethylphenyl)-7-(2-fluorophenyl)-4-((2S)-2-methyl-4-(2-propenoyl)-1-piperazinyl)pyrido[2,3-d]pyrimidin-2(1H)-one ClC1=CC2=C(N(C(N=C2N2[C@H](CN(CC2)C(C=C)=O)C)=O)C2=C(C=CC=C2)CC)N=C1C1=C(C=CC=C1)F